C(C1=CC=CC=C1)OC1=C(C(=C(C=C1)CC(=O)NC(CC1=CC(=C(C=C1)OCC1=CC=CC=C1)OC)([2H])[2H])CO)OC (4-(Benzyloxy)-2-(hydroxymethyl)-3-methoxyphenyl)-N-(2-(4-(benzyloxy)-3-methoxyphenyl)ethyl-1,1-d2)acetamide